3-(5-(((1s,2s)-2-aminocyclopentyl)oxy)-6-fluoro-1-oxoisoindolin-2-yl)piperidine-2,6-dione N[C@@H]1[C@H](CCC1)OC=1C=C2CN(C(C2=CC1F)=O)C1C(NC(CC1)=O)=O